O.O.P(=O)([O-])([O-])O.[Ca+2] calcium hydrophosphate, dihydrate